ClCCCOP(=O)([O-])[O-] (3-chloropropyl)phosphate